(1-(6-(3-methoxytetrahydrofuran-3-yl)pyridin-2-yl)-1H-pyrrolo[3,2-c]pyridin-6-yl)acetamide COC1(COCC1)C1=CC=CC(=N1)N1C=CC=2C=NC(=CC21)CC(=O)N